2-hydroxy-1,1-dimethylethyl α-chloroacrylate ClC(C(=O)OC(CO)(C)C)=C